3-(4-(hydroxymethyl)-1H-pyrazol-1-yl)propanenitrile OCC=1C=NN(C1)CCC#N